bis(4,7-diphenyl-1,10-phenanthroline) ruthenium(II) hexafluorophosphate F[P-](F)(F)(F)(F)F.[Ru+2].C1(=CC=CC=C1)C1=CC=NC2=C3N=CC=C(C3=CC=C12)C1=CC=CC=C1.C1(=CC=CC=C1)C1=CC=NC2=C3N=CC=C(C3=CC=C12)C1=CC=CC=C1.F[P-](F)(F)(F)(F)F